2-(3-fluorophenyl)-2-methyl-4-acetoxy-5-amino-3(2H)-furanone FC=1C=C(C=CC1)C1(OC(=C(C1=O)OC(C)=O)N)C